C(C)(C)(C)C1=CC=C(C=C1)NC1=C(C=CC=C1C)C N-(4-(tert-butyl)phenyl)-2,6-dimethylaniline